2,3-dichloro-5-trifluoromethylpyridine ClC1=NC=C(C=C1Cl)C(F)(F)F